N-(2,5-difluorobenzyl)-3-(1H-pyrazol-4-yl)pyrazolo[1,5-a]pyrimidin-5-amine FC1=C(CNC2=NC=3N(C=C2)N=CC3C=3C=NNC3)C=C(C=C1)F